OC=1C=C(C(=O)NC2CN(CC2)C(=O)OC[C@]2([C@@H](N3C(C[C@H]3S2)=O)C(=O)O)C)C=CC1O (2S,3R,5R)-3-(((3-(3,4-dihydroxybenzamido)pyrrolidine-1-carbonyl)oxy)methyl)-3-methyl-7-oxo-4-thia-1-azabicyclo[3.2.0]heptane-2-carboxylic acid